IC1=CC2=C(C(=N1)C)CC(C2)C(=O)OC Methyl 3-iodo-1-methyl-6,7-dihydro-5H-cyclopenta[c]pyridine-6-carboxylate